C1(CC1)OC=1C=C(C=CC1)C1=CC(=NN1C1=C(C=CC=C1)N1CCCC1)COC(C(=O)O)(C)C 2-([5-(3-Cyclopropoxyphenyl)-1-[2-(pyrrolidin-1-yl)phenyl]-1H-pyrazol-3-yl]methoxy)-2-methylpropanoic acid